FC=1C=C2N=CC(=NC2=CC1C=1C=C2C(=CN1)N(N=C2)CC(C(F)(F)F)(F)F)C(F)(F)F 6-fluoro-7-[1-(2,2,3,3,3-pentafluoropropyl)pyrazolo[3,4-c]pyridin-5-yl]-2-(trifluoromethyl)-quinoxaline